C(=CC(C)=C)OP([O-])(=O)OP(=O)([O-])[O-] isoprenyl-diphosphate